4,5-dichloro-2H-benzotriazole ClC1=C(C=CC2=NNN=C21)Cl